1-(N-glycylaminosulfonyl)pyrrolidine-3-carboxylic acid NCC(=O)NS(=O)(=O)N1CC(CC1)C(=O)O